C(C)(C)(C)C=1C=C(C=C(C1O)C(C)(C)C)CCC(=O)OCCCCCCCCCCCCCCCCCC octadecyl 3-(3,5-di-tert-butyl-4-hydroxy-phenyl)-propionate